(R)-1-(2-chlorophenyl)ethyl (4-(4-bromophenyl)-1-methyl-1H-1,2,3-triazol-5-yl)(tert-butoxycarbonyl)carbamate BrC1=CC=C(C=C1)C=1N=NN(C1N(C(O[C@H](C)C1=C(C=CC=C1)Cl)=O)C(=O)OC(C)(C)C)C